[Pd].C(C1=CC=CC=C1)=CC(=O)C=CC1=CC=CC=C1.C(C1=CC=CC=C1)=CC(=O)C=CC1=CC=CC=C1 Bisdibenzylideneacetone palladium (0)